(S)-4-(5-(3,5-dimethylisoxazol-4-yl)-1-(1-(pyridin-2-yl)ethyl)-1H-pyrrolo[2,3-b]pyridin-3-yl)-3-(oxetan-3-yloxy)benzoic acid CC1=NOC(=C1C=1C=C2C(=NC1)N(C=C2C2=C(C=C(C(=O)O)C=C2)OC2COC2)[C@@H](C)C2=NC=CC=C2)C